CCCCCCCC1CCC(=O)O1 1,4-undecanolide